BrC1=C(C(=C(N)C=C1)F)F 4-bromo-2,3-difluoroaniline